6-(4-methoxyphenyl)-5-phenoxy-2,3-diphenylpyrazolo[1,5-a]pyrimidin-7(4H)-one COC1=CC=C(C=C1)C1=C(NC=2N(C1=O)N=C(C2C2=CC=CC=C2)C2=CC=CC=C2)OC2=CC=CC=C2